tert-butyl (N-(1-(4-(7H-pyrrolo[2,3-d]pyrimidin-4-yl)phenyl)ethyl)sulfamoyl)carbamate N1=CN=C(C2=C1NC=C2)C2=CC=C(C=C2)C(C)NS(=O)(=O)NC(OC(C)(C)C)=O